FC1=CC=C(C=C1)C1=NN2C(CN(C(C2)(C)C)C(C=C)=O)=C1C1=CC=NC=C1 1-[2-(4-fluorophenyl)-6,6-dimethyl-3-(pyridin-4-yl)-6,7-dihydropyrazolo[1,5-a]pyrazin-5(4H)-yl]prop-2-en-1-one